2-chloro-N-(3,5-dimethoxyphenyl)-N-[(4-methoxyphenyl)methyl]acetamide ClCC(=O)N(CC1=CC=C(C=C1)OC)C1=CC(=CC(=C1)OC)OC